CC1=CC=C(C=C1)S(=O)(=O)O.C(CCC)C=1SC2=C(N1)C=CC(=C2F)OC\C(\CN)=C/F (Z)-2-(((2-butyl-7-fluorobenzo[d]-thiazol-6-yl)oxy)methyl)-3-fluoroprop-2-en-1-amine 4-methylbenzenesulfonate